N-(4-((3-(2-(((1r,4r)-4-aminocyclohexyl)amino)pyrimidin-4-yl)pyridin-4-yl)oxy)-3-fluorophenyl)-2-methoxybenzenesulfonamide NC1CCC(CC1)NC1=NC=CC(=N1)C=1C=NC=CC1OC1=C(C=C(C=C1)NS(=O)(=O)C1=C(C=CC=C1)OC)F